NC1=CC=C(C(=C1C(=O)N(C)C)F)C=1C(=C2C(=NC1)NCC21CC(CC1)OC1=NC=CC=C1)Cl 6-Amino-3-(4'-chloro-3-(pyridin-2-yloxy)-1',2'-dihydrospiro[cyclopentane-1,3'-pyrrolo[2,3-b]pyridin]-5'-yl)-2-fluoro-N,N-dimethylbenzamide